5-((4-(cyclopentylamino)-5-methylpyrimidin-2-yl)amino)-3-methylbenzo[c][1,2]oxaborole-1(3H)-ol C1(CCCC1)NC1=NC(=NC=C1C)NC1=CC2=C(B(OC2C)O)C=C1